5-[3-(2-methylfuran-3-yl)-1,2,4-oxadiazol-5-yl]-1-(propan-2-yl)-1H-1,2,3-benzotriazole CC=1OC=CC1C1=NOC(=N1)C1=CC2=C(N(N=N2)C(C)C)C=C1